2-(2-(3-(2-chloro-6-methylphenyl)-5-cyclopropylisoxazol-4-yl)-7-azaspiro[3.5]non-1-en-7-yl)-4-fluorobenzo[d]thiazole-6-carboxylic acid ClC1=C(C(=CC=C1)C)C1=NOC(=C1C1=CC2(C1)CCN(CC2)C=2SC1=C(N2)C(=CC(=C1)C(=O)O)F)C1CC1